N-(2-((tetrahydro-2H-pyran-2-yl)oxy)ethyl)-3-ethyl-2-pyrrolidone O1C(CCCC1)OCCN1C(C(CC1)CC)=O